3,3'-(((((3-(2-carboxy-2-(pyrrolidin-3-yl)ethyl)phenyl)methyl-d2)azanediyl)bis(methylene))bis(3,1-phenylene))bis(2-(pyrrolidin-3-yl)propanoic acid) C(=O)(O)C(CC=1C=C(C=CC1)C([2H])([2H])N(CC=1C=C(C=CC1)CC(C(=O)O)C1CNCC1)CC=1C=C(C=CC1)CC(C(=O)O)C1CNCC1)C1CNCC1